5-(2-(2-(1-(2,2-difluoroethyl)-3,5-dimethyl-1H-pyrazol-4-yl)ethyl)-8-fluoro-6-hydroxy-1,2,3,4-tetrahydroisoquinolin-7-yl)-1,2,5-thiadiazolidin-3-one 1,1-dioxide FC(CN1N=C(C(=C1C)CCN1CC2=C(C(=C(C=C2CC1)O)N1CC(NS1(=O)=O)=O)F)C)F